1-[1-(4-BENZYLOXY-3,5-DIFLUORo-BENZOYL)-4-FLUORo-PYRROLIDIN-2-CARBONYL]-PYRROLIDIN-2-CARBONITRIL C(C1=CC=CC=C1)OC1=C(C=C(C(=O)N2C(CC(C2)F)C(=O)N2C(CCC2)C#N)C=C1F)F